[Mg].[Fe].[Cu].[Ni] nickel copper iron magnesium